[Ni]=S.[Te] tellurium-nickel sulfide